α,α,α-trifluoro-P-cresol C1=CC(=CC=C1C(F)(F)F)O